C1(CC1)C(=O)N1C[C@@]2(CC1)N(C(CN(C2=O)C2=C(C=C(C#N)C=C2)F)=O)CC2=CC=C(C=C2)C(F)(F)F (R)-4-(2-(cyclopropane-carbonyl)-7,10-dioxo-6-(4-(trifluoromethyl)benzyl)-2,6,9-triazaspiro[4.5]decan-9-yl)-3-fluorobenzonitrile